(4-(1H-pyrazol-4-yl)phenyl)(2-(piperazin-1-yl)pyridin-4-yl)methanone N1N=CC(=C1)C1=CC=C(C=C1)C(=O)C1=CC(=NC=C1)N1CCNCC1